C1(CC1)S(=O)(=O)N([C@H]1C([C@H](N(C1)C(=O)OC(C)(C)C)COS(=O)(=O)C)(F)F)CC1=CC=C(C=C1)OC tert-Butyl (2R,4R)-4-{(cyclopropanesulfonyl) [(4-methoxyphenyl)methyl]amino}-3,3-difluoro-2-{[(methanesulfonyl)oxy]methyl}pyrrolidine-1-carboxylate